C[C@]12CC[C@@H](C([C@@H]1CC[C@@]3([C@@H]2CC=C4[C@]3(CC[C@@]5([C@H]4CC(CC5)(C)C)C(=O)[O-])C)C)(C)C)O The molecule is a monocarboxylic acid anion that is the conjugate base of oleanolic acid, obtained by deprotonation of the carboxy group; major species at pH 7.3. It has a role as a plant metabolite. It is a conjugate base of an oleanolic acid.